3-((3-methylbut-3-en-1-yl)oxy)cyclohex-2-en-1-one CC(CCOC1=CC(CCC1)=O)=C